4-nitro-N-[(1R)-1-phenylethyl]-benzenemethanamine [N+](=O)([O-])C1=CC=C(C=C1)CN[C@H](C)C1=CC=CC=C1